methyl 2-[[6-[(3,6-dichloro-5-cyano-2-pyridyl)amino]-2-oxo-1H-quinolin-3-yl]oxy]acetate ClC=1C(=NC(=C(C1)C#N)Cl)NC=1C=C2C=C(C(NC2=CC1)=O)OCC(=O)OC